methyl 6,7-dihydro-4H-triazolo[5,1-C][1,4]oxazine-3-carboxylate N1=NC(=C2COCCN21)C(=O)OC